N-(4-((2-hydroxyethyl)amino)-2-methylphenyl)benzamide OCCNC1=CC(=C(C=C1)NC(C1=CC=CC=C1)=O)C